CN(CCCON)C [3-(Dimethylamino)propoxy]amine